tert-butyl 3-[6-[3-hydroxy-3-(trifluoromethyl)azetidin-1-yl]-3-pyridyl]azetidine-1-carboxylate OC1(CN(C1)C1=CC=C(C=N1)C1CN(C1)C(=O)OC(C)(C)C)C(F)(F)F